C12CNCC2C1N1N=NC=2C(C1=O)=NN(C2Cl)CC2=C(C=CC=C2)F 3-(3-azabicyclo[3.1.0]hexan-6-yl)-7-chloro-6-(2-fluorobenzyl)-3,6-dihydro-4H-pyrazolo[4,3-d][1,2,3]triazin-4-one